3-[6-(4-azoniaspiro[2.5]octan-7-ylamino)-1-methyl-indazol-3-yl]piperidine-2,6-dione dihydrochloride Cl.Cl.C1CC12[NH2+]CCC(C2)NC2=CC=C1C(=NN(C1=C2)C)C2C(NC(CC2)=O)=O